(E)-1-(2-cyano-3-(thiazol-2-yl)acryloyl)-5-phenylpiperidine-3-carboxylic acid C(#N)/C(/C(=O)N1CC(CC(C1)C1=CC=CC=C1)C(=O)O)=C\C=1SC=CN1